2-(difluoromethyl)pyridin-4-amine FC(C1=NC=CC(=C1)N)F